Acetic acid 2-(3,4-diacetoxy-phenyl)-5-hydroxy-6-(3-methyl-but-2-enyl)-4-oxo-chroman-7-yl Ester C(C)(=O)OC=1C=C(C=CC1OC(C)=O)C1OC2=CC(=C(C(=C2C(C1)=O)O)CC=C(C)C)OC(C)=O